N-((4-fluoro-3-oxoquinuclidin-2-yl)methyl)methane-sulfonamide FC12C(C(N(CC1)CC2)CNS(=O)(=O)C)=O